chloro-7-fluoro-N-methyl-N-(6-(4-(1-(trifluoromethyl)cyclopropyl)phenyl)pyrazin-2-yl)-[1,2,4]triazolo[4,3-a]quinazolin-5-amine ClC1=NN=C2N1C1=CC=C(C=C1C(=N2)N(C2=NC(=CN=C2)C2=CC=C(C=C2)C2(CC2)C(F)(F)F)C)F